C(CCCCCCC\C=C/C=C/CC)CC(=O)O.C(C)(=O)OCCCCCCCCC=CC=CCC 9,11-tetradecadien-1-yl acetate ((Z,E)-9,11-tetradecadien-1-yl acetate)